CCCC(=O)C1=C([C@@H](OC1=O)CC(=O)O)O The molecule is a tetronic acid derivative that is furan-2(5H)-one which is substituted at positions 3, 4, and 5 by butanoyl, hydroxy, and carboxymethyl groups, respectively (the S enantiomer). It has a role as an Aspergillus metabolite and a Penicillium metabolite. It is a butenolide, a carboxylic acid, an enol, a ketone and a tetronic acid derivative.